BrC1=CC2=C(C(N(C3CC2C3)CC(=O)OC)=O)C=C1 methyl 2-(7-bromo-1-oxo-4,5-dihydro-1H-3,5-methanobenzo[c]azepin-2(3H)-yl)acetate